Ethyl-(5R)-5-methyl-2-(1-methyl-1H-indazol-5-yl)-6,7-dihydro-5H-pyrazolo[5,1-b][1,3]oxazine-3-carboxylate C(C)OC(=O)C=1C(=NN2C1O[C@@H](CC2)C)C=2C=C1C=NN(C1=CC2)C